NC([C@H](C[C@H]1C(NC2(CC2)C1)=O)NC(=O)[C@@H]1[C@H]2C([C@H]2CN1C([C@H](C(C)(C)OC)N)=O)(C)C)=O (1R,2S,5S)-N-((S)-1-amino-1-oxo-3-((R)-5-oxo-4-azaspiro[2.4]heptan-6-yl)propan-2-yl)-3-((S)-2-amino-3-methoxy-3-methylbutanoyl)-6,6-dimethyl-3-azabicyclo[3.1.0]hexane-2-carboxamide